NC(C[C@H](CC(=O)O)CCC)=O |r| racemic-3-(2-amino-2-oxoethyl)hexanoic acid